FC(C(C(C(C(F)(F)F)(F)F)(F)F)(C(F)(F)F)F)(F)F perfluoro-2-methylpentane